C(C)(=O)OC[C@H]1O[C@H]([C@@H](C1)OC(C)=O)N1C2=NC(=NC=C2N(C1=O)CC1=CC(=NO1)O)N ((2S,4R,5R)-4-Acetoxy-5-(2-amino-7-((3-hydroxyisoxazol-5-yl)methyl)-8-oxo-7,8-dihydro-9H-purin-9-yl) tetrahydrofuran-2-yl)methyl acetate